C1=CC(=C(C(=C1O)Cl)Cl)Cl trichlorophenol